C(C)OC(C(CC=1C(=C(C=CC1)C1C=2N(CCN1C(=O)OC(C)(C)C)C(=CN2)C)F)C)=O tert-butyl 8-(3-(3-ethoxy-2-methyl-3-oxopropyl)-2-fluorophenyl)-3-methyl-5,6-dihydroimidazo[1,2-a]pyrazine-7(8H)-carboxylate